FC(C=1C=C(C=CC1F)C1=CN=CC(=N1)CN1COCCC1)F 3-[[6-[3-(Difluoromethyl)-4-fluoro-phenyl]pyrazin-2-yl]methyl]-1,3-oxazinan